C12C3CCC3C(CCC1)CC2 Tricyclo[4.3.2.02,5]undecane